3-(5-cyclopropyl-2-methylpyrazol-3-yl)oxy-4-[5-methyl-6-[[(3S)-3-methylpiperazin-1-yl]methyl]imidazo[1,2-a]pyridin-8-yl]benzonitrile C1(CC1)C=1C=C(N(N1)C)OC=1C=C(C#N)C=CC1C=1C=2N(C(=C(C1)CN1C[C@@H](NCC1)C)C)C=CN2